7-(2-methyl-4-(phenyl-diazenyl)phenoxy)-[1,2,4]triazolo[1,5-a]pyridine CC1=C(OC2=CC=3N(C=C2)N=CN3)C=CC(=C1)N=NC1=CC=CC=C1